ClC1=CC2=C(N=C(N=C2N[C@H](C)C2=C(C(=CC=C2)C(F)(F)F)C)NCC(OC)OC)C=N1 (R)-6-chloro-N2-(2,2-dimethoxyethyl)-N4-(1-(2-methyl-3-(trifluoromethyl)phenyl)ethyl)pyrido[3,4-d]pyrimidine-2,4-diamine